Methyl 4-(2-cyclohexyl-4-oxo-1,3-thiazolidin-3-yl)-3-methylbenzoate C1(CCCCC1)C1SCC(N1C1=C(C=C(C(=O)OC)C=C1)C)=O